N-(1-(1-(but-3-en-1-yl)piperidin-4-yl)-1H-pyrazol-4-yl)-2-(2,6-difluorophenyl)pyrazolo[1,5-a][1,3,5]triazin-4-amine C(CC=C)N1CCC(CC1)N1N=CC(=C1)NC1=NC(=NC=2N1N=CC2)C2=C(C=CC=C2F)F